Ureidosilane N(C(=O)N)[SiH3]